CC=1C=NC=CC1C1=CN=C(N1)N 5-(3-methylpyridin-4-yl)-1H-imidazol-2-amine